(S)-N-(3-(1-((1H-pyrazolo[3,4-b]pyrazin-5-yl)amino)ethyl)phenyl)-5-methylnicotinamide N1N=CC=2C1=NC=C(N2)N[C@@H](C)C=2C=C(C=CC2)NC(C2=CN=CC(=C2)C)=O